COC(C1=C(C=CC(=C1)N1N=C(N=C1)C(C)C)C)=O 5-(3-isopropyl-1,2,4-triazol-1-yl)-2-methyl-benzoic acid methyl ester